(E)-4-{tert-butoxycarbonyl-[3-(3-chloro-10,11-dihydro-5H-dibenzo[b,f]azepin-5-yl)propyl]amino}-N-methyl-but-2-enamide C(C)(C)(C)OC(=O)N(C/C=C/C(=O)NC)CCCN1C2=C(CCC3=C1C=CC=C3)C=CC(=C2)Cl